3-(5-(3,8-diazabicyclo[3.2.1]octan-3-yl)-7-fluoro-1-oxoisoindoline-2-yl)piperidine C12CN(CC(CC1)N2)C=2C=C1CN(C(C1=C(C2)F)=O)C2CNCCC2